NC=1C=C(C=CC1N(CC(C)C)CC(C)C)/C(=C/C(=O)OCC)/C ethyl (E)-3-(3-amino-4-(diisobutylamino)phenyl)but-2-enoate